NC1=CC(=C2C(=C(N(C2=C1)C1=CC(=C(C=C1)F)F)C1CCOCC1)C1=CC=C(C(=O)O)C=C1)O 4-[6-amino-1-(3,4-difluorophenyl)-4-hydroxy-2-tetrahydropyran-4-yl-indol-3-yl]Benzoic acid